bis(1-(piperazin-1-yl)propan-2-yl)amine N1(CCNCC1)CC(C)NC(CN1CCNCC1)C